CC(C#CC=1C=C(C=C2C(=NNC12)N)C1=CC(=NC=C1)NCCC(F)(F)F)(C)C 7-(3,3-Dimethylbut-1-yn-1-yl)-5-(2-((3,3,3-trifluoropropyl)amino)pyridin-4-yl)-1H-indazol-3-amine